C[Si](C)(C)COCN1N=CC(=C1)N 1-{[(trimethylsilyl)methoxy]methyl}pyrazol-4-amine